[C@H]12COC[C@@H]2C1NC1=NC=CC(=C1)CN1C(N(C(C1(C)C)=O)C1=CC=C(C=C1)C1(CC1)C(F)(F)F)=O 1-((2-(((1R,5S,6r)-3-oxabicyclo[3.1.0]hexan-6-yl)amino)pyridin-4-yl)methyl)-5,5-dimethyl-3-(4-(1-(trifluoromethyl)cyclopropyl)phenyl)imidazolidine-2,4-dione